C(\C=C\C1=CC=C(C=C1)O)(=O)N[C@@H](CC1=CNC2=CC=CC=C12)C(=O)O N-p-coumaroyl-tryptophan